dimethyl-1-(oxetan-3-yl)-1H-pyrazole-3-carboxamide CC1=C(C(=NN1C1COC1)C(=O)N)C